C1(CC1)C1=CC(=NN1)NC([C@@H](C(C)C)C=1C=C(C=CC1)C=1C=CC(=NC1)NC(\C=C\CN1CCOCC1)=O)=O (s)-(E)-N-(5-(3-(1-((5-cyclopropyl-1H-pyrazol-3-yl)amino)-3-methyl-1-oxobutan-2-yl)phenyl)pyridin-2-yl)-4-morpholinobut-2-enamide